benzyl (3S)-4-[(1-tert-butoxycarbonyl-4-piperidinyl) methyl]-3-methyl-piperazine-1-carboxylate C(C)(C)(C)OC(=O)N1CCC(CC1)CN1[C@H](CN(CC1)C(=O)OCC1=CC=CC=C1)C